9-bromo-1,1-bis((7,7,8,8,8-pentafluorooctyl)oxy)nonane BrCCCCCCCCC(OCCCCCCC(C(F)(F)F)(F)F)OCCCCCCC(C(F)(F)F)(F)F